CC=1C=C(C=CC1C1=C(C(=C(C2=CC=CC=C12)N)\N=N\[H])S(=O)(=O)O)C1=CC(=C(C=C1)C1=C(C(=C(C2=CC=CC=C12)N)\N=N\[H])S(=O)(=O)O)C 1,1'-(3,3'-dimethyl[1,1'-biphenyl]-4,4'-diyl)bis{4-amino-3-[(E)-diazenyl]naphthalene-2-sulfonic acid}